tert-Butyl 2-amino-3-(thiazolo[4,5-c]pyridin-2-yl)-4,7-dihydrothieno[2,3-c]pyridine-6(5H)-carboxylate NC1=C(C2=C(CN(CC2)C(=O)OC(C)(C)C)S1)C=1SC2=C(C=NC=C2)N1